N-(4-((3S)-3-butyl-6-methoxy-2-propioloyl-1,2,3,4-tetrahydroisoquinolin-1-yl)phenyl)isonicotinamide C(CCC)[C@@H]1N(C(C2=CC=C(C=C2C1)OC)C1=CC=C(C=C1)NC(C1=CC=NC=C1)=O)C(C#C)=O